2-chloro-4-iodopyrimidine ClC1=NC=CC(=N1)I